C(C)N1C=[N+](C=C1)C 1-Ethyl-3-methyl-imidazolium